3,5-difluoro-4-((6-methyl-2-(methyl-d3)-7-phenyl-1H-imidazo[4,5-c]pyridin-1-yl)methyl)benzenesulfonamide FC=1C=C(C=C(C1CN1C(=NC=2C=NC(=C(C21)C2=CC=CC=C2)C)C([2H])([2H])[2H])F)S(=O)(=O)N